(13aR)-2,3,9,10-tetramethoxy-5,6,7,8,13,13a-hexahydroisoquinolino[3,2-a]isoquinoline hydrochloride Cl.COC=1C(=CC=2CCN3[C@@H](C2C1)CC=1C=CC(=C(C1C3)OC)OC)OC